3-{[(6-methyl-3,4-dihydro-2H-chromen-4-yl)methyl]amino}pyridine-4-carboxylic acid CC=1C=C2C(CCOC2=CC1)CNC=1C=NC=CC1C(=O)O